COC=1C=C2CN(CC2=CC1)C(=O)C1=CN(C2=C1C(N(C=C2C)C)=O)C 3-((5-methoxy-1,3-dihydro-2H-isoindol-2-yl)carbonyl)-1,5,7-trimethyl-1,5-dihydro-4H-pyrrolo[3,2-c]pyridin-4-one